N[C@H](C(=O)OCC)C1CC2(CC2)C1 ethyl (2S)-2-amino-2-spiro[2.3]hexan-5-yl-acetate